C1=C(C=CC2=CC=CC=C12)CCCCCN 5-(naphthalen-2-yl)pentan-1-amine